sodium metaperiodic acid I(=O)(=O)(=O)O.[Na]